1-(5-tert-butylisoxazol-3-yl)-3-(4-(1-(2-chloro-4-(2-morpholinoethoxy)-phenyl)-1H-1,2,3-triazol-4-yl)-2-fluorophenyl)-urea C(C)(C)(C)C1=CC(=NO1)NC(=O)NC1=C(C=C(C=C1)C=1N=NN(C1)C1=C(C=C(C=C1)OCCN1CCOCC1)Cl)F